4-(2-(8-bromo-6,12-dioxo-3,4,6,11,12,12a-hexahydrobenzo[e]pyrazino[1,2-a][1,4]diazepin-2(1H)-yl)-2-oxoethoxy)benzonitrile BrC1=CC2=C(NC(C3N(C2=O)CCN(C3)C(COC3=CC=C(C#N)C=C3)=O)=O)C=C1